N-(4-(8-((R)-sec-butyl)-2-(((1r,4R)-4-(dimethyl-amino)cyclohexyl)-amino)-7-oxo-7,8-dihydropyrido[2,3-d]-pyrimidin-6-yl)-2-fluorophenyl)-3,3,3-trifluoropropane-1-sulfonamide [C@@H](C)(CC)N1C(C(=CC2=C1N=C(N=C2)NC2CCC(CC2)N(C)C)C2=CC(=C(C=C2)NS(=O)(=O)CCC(F)(F)F)F)=O